2-(4-Aminopyrrolo[2,1-f][1,2,4]triazin-7-yl)acetic acid NC1=NC=NN2C1=CC=C2CC(=O)O